C(C)(C)(C)OC(=O)N1C2CC2(CC1)CO 5-(hydroxymethyl)-2-azabicyclo[3.1.0]hexane-2-carboxylic acid tert-butyl ester